heneicosylalcohol C(CCCCCCCCCCCCCCCCCCCC)O